Methyl (S)-2-((((9H-fluoren-9-yl)methoxy)carbonyl)amino)-3-(2-((4-fluorophenyl)thio)-1H-indol-3-yl)propanoate C1=CC=CC=2C3=CC=CC=C3C(C12)COC(=O)N[C@H](C(=O)OC)CC1=C(NC2=CC=CC=C12)SC1=CC=C(C=C1)F